(S)-1-(hydroxymethyl)-3-methyl-3-(5-(3-((4-(trifluoromethyl)phenyl)amino)pyridin-2-yl)-1,3,4-oxadiazol-2-yl)pyrrolidin-2-one OCN1C([C@@](CC1)(C=1OC(=NN1)C1=NC=CC=C1NC1=CC=C(C=C1)C(F)(F)F)C)=O